4-bromo-2-(1,3-dioxan-2-yl)-1-methyl-5-phenyl-imidazole BrC=1N=C(N(C1C1=CC=CC=C1)C)C1OCCCO1